BrC=1N=NN(N1)COCC[Si](C)(C)C 5-bromo-2-((2-(trimethylsilyl)ethoxy)methyl)-2H-tetrazole